2-(4-((3,4-difluorophenyl)sulfonyl)piperazin-1-yl)quinoline FC=1C=C(C=CC1F)S(=O)(=O)N1CCN(CC1)C1=NC2=CC=CC=C2C=C1